FC1=CC(=C(C=C1)NC(CCC(C)C)=O)O N-(4-fluoro-2-hydroxyphenyl)-4-methylpentanamide